C(C)(C)(C)OC(N[C@@H]1C[C@H](C1)OC1=C2C=NN(C2=CC(=C1)Br)C1OCCCC1)=O trans-N-[3-(6-bromo-1-tetrahydropyran-2-yl-indazol-4-yl)oxycyclobutyl]carbamic acid tert-butyl ester